1-(2-((8-(((1,1,1,3,3,3-Hexafluoropropan-2-yl)oxy)carbonyl)-2,8-diazaspiro[4.5]decan-2-yl)methyl)-5-(trifluoromethyl)phenyl)piperidine-4-carboxylic acid FC(C(C(F)(F)F)OC(=O)N1CCC2(CCN(C2)CC2=C(C=C(C=C2)C(F)(F)F)N2CCC(CC2)C(=O)O)CC1)(F)F